titanium tri-n-butoxymethoxide C(CCC)OC([O-])(OCCCC)OCCCC.[Ti+4].C(CCC)OC([O-])(OCCCC)OCCCC.C(CCC)OC([O-])(OCCCC)OCCCC.C(CCC)OC([O-])(OCCCC)OCCCC